ClC=1C=C(C=CC1OCCC)C=1C=C2CCC(C(C2=CC1)NC(O[C@@H]1CN2CCC1CC2)=O)(C)C (S)-quinuclidin-3-yl (6-(3-chloro-4-propoxyphenyl)-2,2-dimethyl-1,2,3,4-tetrahydronaphthalen-1-yl)carbamate